ethyl-triazene C(C)N=NN